FC(C=1C(=C(C=CC1)[C@@H](C)NC=1C2=C(N=C(N1)C)C=NC(=C2)S(=O)(=O)N2CC1(CN(C1)C(C)=O)C2)F)F (R)-1-(6-((4-((1-(3-(difluoromethyl)-2-fluorophenyl)ethyl)amino)-2-methylpyrido[3,4-d]pyrimidin-6-yl)sulfonyl)-2,6-diazaspiro[3.3]heptan-2-yl)ethan-1-one